ClC1=C(C=CC(=C1)Cl)C1CC(C=2C(C3=CC=CC(=C3NC2C1)C)=O)=O 3-(2,4-dichlorophenyl)-5-methyl-3,4-dihydroacridine-1,9(2H,10H)-dione